2-((1r,4R)-4-methoxycyclohexylamino)-4-((R)-piperidin-3-ylamino)pyrimidine-5-carboxamide COC1CCC(CC1)NC1=NC=C(C(=N1)N[C@H]1CNCCC1)C(=O)N